CN1N=CC(=C1)NC(=O)C1=NC=NC(=C1)C1=CC(=CC=C1)Cl 6-(3-chloro-phenyl)-pyrimidine-4-carboxylic acid (1-methyl-1H-pyrazol-4-yl)-amide